maleic, anhydride C1(\C=C/C(=O)O1)=O